C(CCC)OOC1(CCC(CC1)C(C)(C)C1CCC(CC1)(OOCCCC)OOCCCC)OOCCCC 2,2-di(4,4-di-(Butylperoxy)cyclohexyl)propane